1-(4-(4-(5-(2,3-dihydro-1H-inden-4-yl)-6-methoxy-1H-pyrazolo[4,3-b]pyridin-3-yl)phenyl)piperazin-1-yl)ethan-1-one C1CCC2=C(C=CC=C12)C1=C(C=C2C(=N1)C(=NN2)C2=CC=C(C=C2)N2CCN(CC2)C(C)=O)OC